N-(3-ethynylphenyl)-7-methoxy-6-[3-(4-morpholinyl)propoxy]-4-quinazolinamine C(#C)C=1C=C(C=CC1)NC1=NC=NC2=CC(=C(C=C12)OCCCN1CCOCC1)OC